ClC1=C(C=CC=C1OC)C(=O)N1C[C@H]2CO[C@@H](CN2CC1)C=1N=NC(=CC1)C(F)(F)F (2-Chloro-3-methoxyphenyl)-[(3S,9aS)-3-[6-(trifluoromethyl)pyridazin-3-yl]-3,4,6,7,9,9a-hexahydro-1H-pyrazino[2,1-c][1,4]oxazin-8-yl]methanon